[(3R)-3'-fluoro-3-methyl[1,4'-bipiperidin]-1'-yl]-1,3-oxazole-4-carboxamide FC1CN(CCC1N1C[C@@H](CCC1)C)C=1OC=C(N1)C(=O)N